CC(C(CC(=O)C1=CC=CC=C1)=O)(C)C 4,4-Dimethyl-1-phenyl-1,3-pentanedione